C1C(CC2=CC=CC=C12)NC1=NC=C(C=N1)C=1C(=NN(C1)CC(=O)OCC)OC1CN(C1)CC ethyl 2-(4-{2-[(2,3-dihydro-1H-inden-2-yl)amino]pyrimidin-5-yl}-3-[(1-ethylazetidin-3-yl)oxy]-1H-pyrazol-1-yl)acetate